ClC1=CC(=C(C=C1F)N(S(=O)(=O)C1=C(N(C2=CC(=CC=C12)OC)S(=O)(=O)C1=CC=CC=C1)F)COC)F N-(4-chloro-2,5-difluorophenyl)-2-fluoro-6-methoxy-N-(methoxymethyl)-1-(phenylsulfonyl)-1H-indole-3-sulfonamide